2-((4-Fluoro-2-methoxy-5-nitrophenyl)amino)-4-(5-(methoxycarbonyl)-6-(methylamino)pyridine-3-yl)pyrimidine FC1=CC(=C(C=C1[N+](=O)[O-])NC1=NC=CC(=N1)C=1C=NC(=C(C1)C(=O)OC)NC)OC